O=C1OC2(CN1C1=NC3=C(OCC(N3)=O)N=C1)CCN(CC2)CC2CC1=C(C3=C(N=C(O3)C3CNC3)C=C1C2)F 6-[2-oxo-8-[[2-(azetidin-3-yl)-8-fluoro-6,7-dihydro-5H-cyclopenta[f][1,3]benzoxazol-6-yl]methyl]-1-oxa-3,8-diazaspiro[4.5]decan-3-yl]-4H-pyrazino[2,3-b][1,4]oxazin-3-one